[Si](C)(C)(C(C)(C)C)OCCN1C(C=CC2=C1N=C(N=C2)NC2=CC=C(C=C2)OCCN(C)C)=O 8-[2-[tert-butyl(dimethyl)silyl]oxyethyl]-2-[4-[2-(dimethylamino)ethoxy]anilino]-7-oxo-pyrido[2,3-d]pyrimidin